4,5,6,7-tetra(carbazol-9-yl)-3-amino-1H-isoindol-1-one C1=CC=CC=2C3=CC=CC=C3N(C12)C1=C2C(=NC(C2=C(C(=C1N1C2=CC=CC=C2C=2C=CC=CC12)N1C2=CC=CC=C2C=2C=CC=CC12)N1C2=CC=CC=C2C=2C=CC=CC12)=O)N